C(C(=C)C)(=O)OCC[Si](OC)(OC)OC methacryloyloxyethyl-trimethoxysilane